[2-(7-bromo-6-fluoro-1,3,4,5-tetrahydropyrido[4,3-b]indol-2-yl)-2-oxo-ethyl] acetate C(C)(=O)OCC(=O)N1CC2=C(NC=3C(=C(C=CC23)Br)F)CC1